CCCC(C)=O Methyl-3-butanon